[O-2].[Ag+].[Ag+] silver(+1)-oxide